4-bromo-5-fluoro-2-[(4-methoxyphenyl)methyl]pyridazin-3-one BrC=1C(N(N=CC1F)CC1=CC=C(C=C1)OC)=O